ClC1=C(C(=O)OC)C(=CC=C1F)NC(C)=O methyl 2-chloro-6-acetamido-3-fluorobenzoate